1-tert-butyl 3-ethyl 5-oxoazepane-1,3-dicarboxylate O=C1CC(CN(CC1)C(=O)OC(C)(C)C)C(=O)OCC